N-(3-cyclobutyl-5-methoxypyrazolo[1,5-a]pyridin-2-yl)-3-cyclopentyl-3-hydroxybutanamide C1(CCC1)C=1C(=NN2C1C=C(C=C2)OC)NC(CC(C)(O)C2CCCC2)=O